C(C1=CC=CC=C1)(C1=CC=CC=C1)C1=CC(=C(C(=C1)C(C)C)N1C=[N+](C=C1)C1=C(C=C(C=C1C(C)C)C(C1=CC=CC=C1)C1=CC=CC=C1)C(C)C)C(C)C 1,3-bis(4-benzhydryl-2,6-diisopropylphenyl)imidazolium